N-(5-aminopentyl)-2-(4-(2,6-dioxo-3-piperidyl)phenoxy)acetamide hydrochloride Cl.NCCCCCNC(COC1=CC=C(C=C1)C1C(NC(CC1)=O)=O)=O